1-(2,4-difluorophenyl)triazole-4-carboxylic acid FC1=C(C=CC(=C1)F)N1N=NC(=C1)C(=O)O